2-(Furan-2-yl)-1-(2-(5-phenylimidazol-2-yl)piperidin-1-yl)ethan-1-one O1C(=CC=C1)CC(=O)N1C(CCCC1)C=1NC(=CN1)C1=CC=CC=C1